1-(4-(1-(4-amino-5-cyclobutoxy-2-(1-methyl-1H-pyrazol-4-yl)phenyl)piperidin-4-yl)piperazin-1-yl)-2,2,2-trifluoroethane-1-one NC1=CC(=C(C=C1OC1CCC1)N1CCC(CC1)N1CCN(CC1)C(C(F)(F)F)=O)C=1C=NN(C1)C